(E)-(3-((2,6-dioxopiperidin-3-yl)carbamoyl)-4-(2-methoxyvinyl)benzyl)carbamic acid tert-butyl ester C(C)(C)(C)OC(NCC1=CC(=C(C=C1)\C=C\OC)C(NC1C(NC(CC1)=O)=O)=O)=O